ClC1=C(N=CC(=N1)C1CN(CCC1(F)F)C(=O)OCC1=CC=CC=C1)OC Benzyl 3-(6-chloro-5-methoxypyrazin-2-yl)-4,4-difluoropiperidine-1-carboxylate